5-Hydroxyvaleric acid calcium salt [Ca+2].OCCCCC(=O)[O-].OCCCCC(=O)[O-]